4-fluoro-benzoyl-acetonitrile FC1=CC=C(C(=O)CC#N)C=C1